6-[(3-chloro-2-fluorophenyl)methyl]-1,4-dihydro-1-[(1S)-1-(hydroxymethyl)-2-methylpropyl]-7-methoxy-4-oxo-3-quinolinecarboxylic acid ClC=1C(=C(C=CC1)CC=1C=C2C(C(=CN(C2=CC1OC)[C@@H](C(C)C)CO)C(=O)O)=O)F